4-([1,1'-biphenyl]-4-yloxy)aniline methyl-(1R,4S)-4-[[(5S)-3-(3,5-difluorophenyl)-5-vinyl-4H-isoxazole-5-carbonyl]amino]cyclopent-2-ene-1-carboxylate COC(=O)[C@H]1C=C[C@H](C1)NC(=O)[C@]1(CC(=NO1)C1=CC(=CC(=C1)F)F)C=C.C1(=CC=C(C=C1)OC1=CC=C(N)C=C1)C1=CC=CC=C1